2-amino-9-((2R,3R,5S)-3-hydroxy-5-(hydroxymethyl)tetrahydrofuran-2-yl)-7-(pyridin-3-ylmethyl)-7,9-dihydro-1H-purine-6,8-dione NC=1NC(C=2N(C(N(C2N1)[C@@H]1O[C@@H](C[C@H]1O)CO)=O)CC=1C=NC=CC1)=O